6,7-dichloro-3-(4,4,5,5,5-pentafluoropentyl)-4,9-dihydro-1H-pyrrolo[3,2-h][2,1,3]benzothiadiazine 2,2-dioxide ClC=1C2=C(C3=C(CN(S(N3)(=O)=O)CCCC(C(F)(F)F)(F)F)C1)NC=C2Cl